Bromobenzen BrC1=CC=CC=C1